C(C)(C)(C)OC(=O)N1CCN(CC1)C1=CC2=C(N(C(O2)=O)C)C=C1.CN1C(OC2=C1C=CC(=C2)N2CCN(CC2)C(=O)NCCCCC2=CC=CC=C2)=O 4-(3-Methyl-2-oxo-1,3-benzoxazol-6-yl)-N-(4-phenylbutyl)piperazine-1-carboxamide tert-Butyl-4-(3-methyl-2-oxo-1,3-benzoxazol-6-yl)piperazine-1-carboxylate